C(=C)OC1=CC=C(C=C1)C1=CC=C(C=C1)OC=C diethenyloxybiphenyl